C(C)(C)(C)OC(=O)N1[C@H]([C@H](CC1)N)CC1=C(C(=CC=C1)Br)F Cis-3-amino-2-(3-bromo-2-fluorobenzyl)pyrrolidine-1-carboxylic acid tert-butyl ester